[123I]C1=NC2=NC=NC(=C2N1)N 8-[123I]-iodoadenine